C(C)OC(C=1N(C(C(=C(N1)C(=O)O)OCC)=O)C)OCC 2-(diethoxymethyl)-5-ethoxy-1-methyl-6-oxo-1,6-dihydropyrimidine-4-carboxylic acid